p-fluoro-beta-nitrostyrene FC1=CC=C(C=C[N+](=O)[O-])C=C1